tert-butyl 4-((6-((2-(1H-pyrazol-1-yl)benzyl)amino)-9-isopropyl-9H-purin-2-yl)carbamoyl)piperidine-1-carboxylate N1(N=CC=C1)C1=C(CNC2=C3N=CN(C3=NC(=N2)NC(=O)C2CCN(CC2)C(=O)OC(C)(C)C)C(C)C)C=CC=C1